FC(C=1OC(=CC1C(=O)NC1=NC(=NS1)CC(C)N1CCCC1)C1=CC(=CC=C1)C(F)(F)F)(F)F 2-(trifluoromethyl)-5-(3-(trifluoromethyl)phenyl)-N-(3-(2-(pyrrolidin-1-yl)propyl)-1,2,4-thiadiazol-5-yl)furan-3-carboxamide